C1(CCCC1)C(=O)N1C(=NCC1)N1CCCC1 cyclopentyl(2-(pyrrolidin-1-yl)-4,5-dihydro-1H-imidazol-1-yl)methanon